C(C)(SC[C@H]1O[C@H]([C@@H]2OC(O[C@@H]21)(C)C)N2C=CC=1C2=NC(=C(C1NC1CC(C1)F)C#N)Cl)=O S-(((3aS,4S,6R,6aR)-6-(6-chloro-5-cyano-4-(((1s,3S)-3-fluorocyclobutyl)amino)-1H-pyrrolo[2,3-b]pyridin-1-yl)-2,2-dimethyltetrahydrofuro[3,4-d][1,3]dioxol-4-yl)methyl) ethanethioate